FC1=CC(=C(C=C1)NCC1CN(C1)C(=O)OC(C)(C)C)C(F)(F)F tert-butyl 3-(((4-fluoro-2-(trifluoromethyl)phenyl)amino)methyl)azetidine-1-carboxylate